C[C@@H]1N2N=CC(C3=NN(C=4C=CC(O[C@@H](CCNC(C1)=O)C)=CC34)C3OCCCC3)=N2 (6S,12R)-6,12-dimethyl-18-(oxan-2-yl)-13-oxa-4,5,9,18,19,22-hexaazatetracyclo[12.5.2.12,5.017,20]docosa-1(19),2(22),3,14(21),15,17(20)-hexaen-8-one